1-[5-(5-chloro-2-methoxypyridin-4-yl)-1H-pyrazole-3-carbonyl]-N-(1-cyclobutylpiperidin-4-yl)piperidine-4-carboxamide ClC=1C(=CC(=NC1)OC)C1=CC(=NN1)C(=O)N1CCC(CC1)C(=O)NC1CCN(CC1)C1CCC1